bis(2,5-dioxopyrrolidin-1-yl) 4,7,10,13,16-pentaoxanonadecanedioate C(CCOCCOCCOCCOCCOCCC(=O)ON1C(CCC1=O)=O)(=O)ON1C(CCC1=O)=O